BrC1=CC=C(C(=N1)NC(=O)[C@H]1N([C@@H]2C[C@@]2(C1)C)C(CN1N=C(C=2C1=CN=C(C2)C=2C=NC(=NC2)C)C=C)=O)C (1R,3S,5R)-N-(6-bromo-3-methylpyridin-2-yl)-5-methyl-2-(2-(5-(2-methylpyrimidin-5-yl)-3-vinyl-1H-pyrazolo[3,4-c]pyridin-1-yl)acetyl)-2-azabicyclo[3.1.0]hexane-3-carboxamide